1H-1,2,4-triazol-1-yl-1,2,4-triazol N1(N=CN=C1)C1=NNC=N1